2,4-dichloro-3-methylbenzoic acid ClC1=C(C(=O)O)C=CC(=C1C)Cl